ClC1=C(C=CC=C1F)[C@@H]1N(OCC1)C1=CC(=NC=N1)NC=1C(=CC(=C(C1)NC(C=C)=O)N1CCC(CC1)N1CCN(CC1)C1CCC1)OC N-(5-((6-((R)-3-(2-chloro-3-fluorophenyl)-isoxazolidine-2-yl)pyrimidine-4-yl)amino)-2-(4-(4-cyclobutylpiperazine-1-yl)piperidine-1-yl)-4-methoxyphenyl)acrylamide